5-(5-chloroisoquinolin-6-yl)thiazol-2-amine ClC1=C2C=CN=CC2=CC=C1C1=CN=C(S1)N